BrC1=CC=2N(C3=CC=CC=C3C2C=C1)CC1=CC=C(CP(OCC)(OCC)=O)C=C1 diethyl (4-((2-bromo-9H-carbazol-9-yl)methyl)benzyl)phosphonate